F[SiH](F)F Trifluorosilane